chloro-7-methyl-4-vinyl-7H-pyrrolo[2,3-d]pyrimidine ClC=1N=C(C2=C(N1)N(C=C2)C)C=C